BrC1=C2CCC3(SCCS3)C2=C(C=C1)F 4-bromo-7-fluoro-2,3-dihydrospiro[indene-1,2'-[1,3]dithiolane]